[Sn]=O tin monooxide